C(C)C1=C(C(=C(C(=C1)CC)CN=C=O)CC)CN=C=O 1,3,5-triethyl-2,4-bis(isocyanatomethyl)benzene